C(C)(C)OC(=O)C1(CC(C1)NC(=O)OC(C)(C)C)C(=O)OC(C)C 3-(Tert-Butoxycarbonylamino)cyclobutane-1,1-dicarboxylic acid diisopropyl ester